(S)-diphenyl (1-phenylpropan-2-yl)phosphoramidate C1(=CC=CC=C1)C[C@H](C)NP(OC1=CC=CC=C1)(OC1=CC=CC=C1)=O